4-methyl-2-(2-(4-(3-(piperidin-1-yl)propoxy)phenyl)acetamido)thiophene-3-carboxamide CC=1C(=C(SC1)NC(CC1=CC=C(C=C1)OCCCN1CCCCC1)=O)C(=O)N